(S)-1-(4-((R)-amino(4,5-dichloro-2-hydroxyphenyl)methyl)piperidin-1-yl)-2,3-dihydroxypropan-1-one N[C@H](C1CCN(CC1)C([C@H](CO)O)=O)C1=C(C=C(C(=C1)Cl)Cl)O